Cl.C(C)C1=CC(=C(C=C1OC)[C@@H]1CNCCC1)OC (R)-3-(4-ethyl-2,5-dimethoxyphenyl)piperidine hydrochloride